N-butan-2-ylaminomethyl-triethoxysilane tert-butyl-(2-(2-bromo-4-methylthiazol-5-yl)ethyl)carbamate C(C)(C)(C)N(C(O)=O)CCC1=C(N=C(S1)Br)C.CC(CC)NC[Si](OCC)(OCC)OCC